COC=1C=C(C(=O)NC)C=C(C1)OC1=CC=NC2=CC=C(C=C12)C(F)(F)F 3-Methoxy-N-methyl-5-((6-(trifluoromethyl)quinolin-4-yl)oxy)benzamide